(E)-N-(1H-1,2,4-triazol-5-yl)-1-(4-(vinyl-d3)phenyl)toluidine N1N=CN=C1NC1(C(C=CC=C1)C)C1=CC=C(C=C1)C(=C([2H])[2H])[2H]